9,9-bis(4-(2-hydroxyethoxy)-phenyl)fluorene OCCOC1=CC=C(C=C1)C1(C2=CC=CC=C2C=2C=CC=CC12)C1=CC=C(C=C1)OCCO